C(C)OC(=O)C1(CC1)CO 1-(Hydroxymethyl)cyclopropanecarboxylic acid ethyl ester